C(C)N1C(NC(=CC1=O)O[C@@H](C)C1=CC(=CC=C1)Cl)=O (S)-3-ethyl-6-(1-(3-chlorophenyl)ethoxy)pyrimidine-2,4(1h,3h)-dione